3-(1-((Tert-butyldimethylsilyl)oxy)-2,2,2-trifluoroethyl)-6-fluoro-2-methoxybenzaldehyde [Si](C)(C)(C(C)(C)C)OC(C(F)(F)F)C=1C(=C(C=O)C(=CC1)F)OC